4-(dimethyl-amino)-4-oxo-butanoic acid CN(C(CCC(=O)O)=O)C